(4Z)-4-(1,3-benzothiazol-6-ylmethylene)-2-methylsulfanyl-1H-imidazol-5-one S1C=NC2=C1C=C(C=C2)\C=C\2/N=C(NC2=O)SC